Cl.O1C=CC2=C1C=CC(=C2)C2=CC(=C(C1=C2OC(O1)(C1CCNCC1)C)C)C(=O)NCC=1C(NC(=CC1SC)C)=O 7-(benzofuran-5-yl)-2,4-dimethyl-N-((6-methyl-4-(methylthio)-2-oxo-1,2-dihydropyridin-3-yl)methyl)-2-(piperidin-4-yl)benzo[d][1,3]dioxol-5-carBoxamide hydrochloride